ClC1=CC=C(O1)C1C(=NN(C1(C(=O)NC1CN(CC1OC)C)C)C1=C(C=C(C=C1)F)F)C1=C(C=C(C=C1)F)F 4-(5-chlorofuran-2-yl)-1,3-bis(2,4-difluorophenyl)-N-(4-methoxy-1-methylpyrrolidin-3-yl)-5-methyl-4,5-dihydro-1H-pyrazole-5-carboxamide